4-methylcyclopentan-1,2-diol CC1CC(C(C1)O)O